2-(6-(3-Bromo-1H-pyrazol-1-yl)-2-chloro-9H-purin-9-yl)-1-(pyridin-2-yl)ethan-1-one BrC1=NN(C=C1)C1=C2N=CN(C2=NC(=N1)Cl)CC(=O)C1=NC=CC=C1